2-((benzo[d]thiazol-2-ylmethyl)(1-(3-fluoropyridin-2-yl)ethyl)amino)-2-oxoacetic acid S1C(=NC2=C1C=CC=C2)CN(C(C(=O)O)=O)C(C)C2=NC=CC=C2F